Chloro(crotyl)(2-Dicyclohexylphosphino-2',6'-diisopropoxy-1,1'-biphenyl) palladium(II) [Pd+2].ClC1=C(C(=C(C=C1)C1=C(C=CC=C1OC(C)C)OC(C)C)P(C1CCCCC1)C1CCCCC1)CC=CC